N1(CCN(CCNCC1)CC=1C(=C(C=C(C1)C)C(C(=O)N)(CO)CO)O)CC=1C(=C(C=C(C1)C)C(C(=O)N)(CO)CO)O N'-{1,4,7-triazonane-1,4-diylbis[methylene(2-hydroxy-5-methyl-3,1-phenylene)]}bis[3-hydroxy-2-(hydroxymethyl)propanamide]